C1(C(C2C(CC1)O2)C(=O)OCC(CCCC)CC)C(=O)OCC(CCCC)CC bis(2-ethylhexyl) 3,4-epoxy-cyclohexane-1,2-dicarboxylate